N-[2-fluoro-4-(trifluoromethoxy)phenyl]-1,1-diphenyl-methanimine FC1=C(C=CC(=C1)OC(F)(F)F)N=C(C1=CC=CC=C1)C1=CC=CC=C1